CC(C)(CCC(C)(OOC(C)(C)C)C)OOC(C)(C)C 2,5-dimethyl-2,5-bis(tertiary-butyl-peroxy)hexane